C12CN(CC2C1)C1=NC(=CC(=C1N)Br)Cl (3-azabicyclo[3.1.0]hexan-3-yl)-4-bromo-6-chloropyridin-3-amine